FC(C1=CC=C(C=N1)N1CC(C1)CC(=O)N1CC=2C(=C(C=3COC(CC3N2)(C)C)C)C1)(F)F 2-[1-(6-Trifluoromethyl-pyridin-3-yl)-azetidin-3-yl]-1-(6,6,9-trimethyl-3,5,6,8-tetrahydro-1H-7-oxa-2,4-diaza-cyclopenta[b]naphthalen-2-yl)-ethanone